BrC1=NN(C=C1)C1=NC=CC=C1[N+](=O)[O-] 3-bromo-1-(3-nitro-2-pyridyl)-1H-pyrazole